NC(=C(C#N)CC(OC)OC)C=1C=NN(C1)CC1=CC=CC=C1 2-(amino(1-benzyl-1H-pyrazol-4-yl)methylene)-4,4-dimethoxybutyronitrile